N-(6-methoxy-1-methyl-1H-pyrazolo[4,3-c]pyridin-7-yl)-6-(4-(trifluoromethyl)-1H-pyrazol-1-yl)pyridine-3-sulfonamide COC1=C(C2=C(C=N1)C=NN2C)NS(=O)(=O)C=2C=NC(=CC2)N2N=CC(=C2)C(F)(F)F